2-chloro-4-(5-((2,4-dioxo-3-(2-oxo-2-(p-tolylamino)ethyl)thiazolidin-5-ylidene)methyl)furan-2-yl)benzoic acid ClC1=C(C(=O)O)C=CC(=C1)C=1OC(=CC1)C=C1C(N(C(S1)=O)CC(NC1=CC=C(C=C1)C)=O)=O